CN([C@H]1[C@@H](C[C@@H](CC1)NC1=NC=C2C(=N1)N(C(N(C2)C2=CC(=C(C=C2)NS(=O)(=O)CC2=CC=C(C=C2)F)F)=O)C(C)C)F)C N-(4-(7-(((1R,3R,4R)-4-(dimethylamino)-3-fluorocyclohexyl)amino)-1-isopropyl-2-oxo-1,4-dihydropyrimido[4,5-d]pyrimidin-3(2H)-yl)-2-fluorophenyl)-1-(4-fluorophenyl)methanesulfonamide